ClC1=CN=C2C(=N1)N(N=C2)CC2COCCC2 6-chloro-1-((tetrahydro-2H-pyran-3-yl)methyl)-1H-pyrazolo[3,4-b]pyrazine